C(C)(C)(C)OC(=O)NC1=C(C=NC=C1)NC(=O)C=1N(C2=CC(=CC=C2C1N1C[C@H]2CC[C@@H](C1)N2C(=O)OC(C)(C)C)C2=CC=CC=C2)C2=CC=CC=C2 tert-butyl (1r,5s)-3-(2-((4-((tert-butoxycarbonyl) amino) pyridin-3-yl) carbamoyl)-1,6-diphenyl-1H-indol-3-yl)-3,8-diazabicyclo[3.2.1]octane-8-carboxylate